C(C)(C)(C)N1C=C(C=C1)C(=O)NCC1=NC(=NO1)C=1N(C2=CC=CC(=C2C1)N[C@@H]1CN(CC[C@@H]1F)C)CC(F)(F)F |r| rac-1-tert-butyl-N-{[3-(4-{[(3R,4S)-4-fluoro-1-methylpiperidin-3-yl]amino}-1-(2,2,2-trifluoroethyl)-1H-indol-2-yl)-1,2,4-oxadiazol-5-yl]methyl}-1H-pyrrole-3-carboxamide